COC(=O)[C@@H]1CC[C@H](CC1)SC1=CC(=NC(=C1)Cl)Cl trans-4-[(2,6-dichloro-4-pyridinyl)thio]cyclohexanecarboxylic acid methyl ester